3-(N-(4-chloro-5-cyano-2-((cis-2-methoxycyclopentyl)oxy)phenyl)sulfamoyl)-4-cyclopropylbenzoic acid ClC1=CC(=C(C=C1C#N)NS(=O)(=O)C=1C=C(C(=O)O)C=CC1C1CC1)O[C@H]1[C@H](CCC1)OC